C(CC)O[SiH3] n-propoxysilane